C(CCCCCCCCCC=CCC=CCCCCCCCCCCC)(=O)O Hexacosa-11,14-dienoic acid